O=C1NC(CCC1N1C(C=2C(=CC=C(C2C1)C(=O)O)C)=O)=O 2-(2,6-dioxopiperidin-3-yl)-7-methyl-1-oxoisoindoline-4-carboxylic acid